tert-butyl (2S,4S)-2-methyl-4-[[4-(methylamino)-2-methylsulfanyl-pyrimidin-5-yl]methylamino]-3,4-dihydro-2H-quinoline-1-carboxylate C[C@@H]1N(C2=CC=CC=C2[C@H](C1)NCC=1C(=NC(=NC1)SC)NC)C(=O)OC(C)(C)C